C(C)(C)N1C(C2=CC(=C(C=C2C1)NC(=O)C=1C=NN2C1N=CC(=C2)NC)N2CCOCC2)=O N-(2-isopropyl-6-morpholino-1-oxoisoindolin-5-yl)-6-(methylamino)pyrazolo[1,5-a]pyrimidine-3-carboxamide